3-chloro-2-(5-methyl-2H-tetrazol-2-yl)-5-nitropyridine ClC=1C(=NC=C(C1)[N+](=O)[O-])N1N=C(N=N1)C